2',3-dihydroxy-4-propoxydihydrochalcone OC1=C(C(/C=C/C2CC(=C(C=C2)OCCC)O)=O)C=CC=C1